5-((diphenylmethylene)amino)pyrimidine-2-carbaldehyde C1(=CC=CC=C1)C(C1=CC=CC=C1)=NC=1C=NC(=NC1)C=O